C(CCCCC)N1C(=NC=C1)C1=CC(=C(C=C1)OC)OC hexyl-2-(3,4-dimethoxyphenyl)-1H-imidazole